BrC1=CC=2C3=C(NC2C=C1)C=CN=C3 8-bromo-5H-pyrido[4,3-b]indole